C(CCCCCCCCCC(C)C)OC(C)COC(C)CO dipropylene glycol monoiso-tridecyl ether